N2-Acetyl-S-(4-amino-1-(4-fluorobenzyl)-2-oxo-1,2-dihydropyrimidin-5-yl)-N-(21-chloro-3,6,9,12,15-pentaoxahenicos-1-yl)-L-cysteinamide Trifluoroacetate FC(C(=O)O)(F)F.C(C)(=O)N[C@@H](CSC=1C(=NC(N(C1)CC1=CC=C(C=C1)F)=O)N)C(=O)NCCOCCOCCOCCOCCOCCCCCCCl